The molecule is an icosanoid anion that is the conjugate base of 18-HEPE, arising from deprotonation of the carboxylic acid group; major species at pH 7.3. It has a role as a human xenobiotic metabolite. It is a hydroxy fatty acid anion, a polyunsaturated fatty acid anion, a long-chain fatty acid anion and an icosanoid anion. It is a conjugate base of a 18-HEPE. CCC(/C=C/C=C\\C/C=C\\C/C=C\\C/C=C\\CCCC(=O)[O-])O